ClC1=CC=C(C=C1)C1=NN=C(C2=CC=CC=C12)NC1CN(CCC1)CC(F)F 4-(4-chlorophenyl)-N-(1-(2,2-difluoroethyl)piperidin-3-yl)phthalazin-1-amine